NC1=C2C(=NC=N1)N(N=C2C2=CC(=C(C=C2)OC)OC)C(C)C2=NC1=CC=CC=C1C(N2C2CCC2)=O 2-(1-(4-amino-3-(3,4-dimethoxyphenyl)-1H-pyrazolo[3,4-d]pyrimidin-1-yl)ethyl)-3-cyclobutylquinazolin-4(3H)-one